ClC=1C=NC(=C(C(=O)NC2CCC(CC2)CN2C(N(C3=C2C(=CC=C3)F)C=3C=NC(=CC3)C)=O)C1)C 5-chloro-N-((1r,4r)-4-((7-fluoro-3-(6-methylpyridin-3-yl)-2-oxo-2,3-dihydro-1H-benzo[d]imidazol-1-yl)methyl)cyclohexyl)-2-methylnicotinamide